trimethylolpropane monomethacrylate dicaprylate C(CCCCCCC)(=O)O.C(CCCCCCC)(=O)O.C(C(=C)C)(=O)O.C(O)C(CC)(CO)CO